ethyl (R)-3-(3-(difluoro(o-tolyl)methyl)phenyl)-3-(3-(4-hydroxy-1-methyl-2-oxo-1,2-dihydro pyridin-3-yl)ureido)propanoate FC(C=1C=C(C=CC1)[C@@H](CC(=O)OCC)NC(=O)NC=1C(N(C=CC1O)C)=O)(C1=C(C=CC=C1)C)F